2-cyclopropyl-5-iodo-1-methyl-1,3-benzodiazole C1(CC1)C1=NC2=C(N1C)C=CC(=C2)I